N-(3-methoxybenzyl)-3-((2-morpholinoethoxy)methyl)-N-(quinolin-7-ylmethyl)aniline COC=1C=C(CN(C2=CC(=CC=C2)COCCN2CCOCC2)CC2=CC=C3C=CC=NC3=C2)C=CC1